(R)-5-((1-(octadecyloxy)-3-((triisopropylsilyl)oxy)propan-2-yl)oxy)pyrimidine-2-carbonitrile C(CCCCCCCCCCCCCCCCC)OC[C@H](CO[Si](C(C)C)(C(C)C)C(C)C)OC=1C=NC(=NC1)C#N